CCCCCCCCCCCCCCCC(=O)O[C@@H]1[C@H]([C@@H]([C@H](O[C@@H]1O[C@@H]2[C@@H]([C@H]([C@@H]([C@H](O2)CO)O)O)OS(=O)(=O)[O-])CO)O)O The molecule is the 2-O-sulfonato-2'-O-hexadecanoyl derivative of alpha,alpha-trehalose. It is a trehalose sulfate, an organosulfate oxoanion and a polyacyl alpha,alpha-trehalose derivative. It derives from an alpha,alpha-trehalose.